N[C@](C(=O)O)(CCCC)B(O)O (S)-aminoboronohexanoic acid